NC1=C(C(N(C(=N1)N1CCC2(CC1)[C@@H](C1=CC=CC=C1C2)N)C)=O)SC=2C(=NC(=CC2)N)Cl (S)-6-amino-2-(1-amino-1,3-dihydrospiro[indene-2,4'-piperidine]-1'-yl)-3-methyl-5-((6-amino-2-chloropyridin-3-yl)thio)pyrimidin-4(3H)-one